O[C@H]1CC2=CC(CC[C@@]2([C@H]2C[C@@H]([C@@]3([C@H](CC[C@H]3[C@H]12)C(CCC(=O)O)C)C)O)C)=O 4-[(1S,2R,9S,10R,11S,14R,15R,16S)-9,16-dihydroxy-2,15-dimethyl-5-oxotetracyclo[8.7.0.02,7.011,15]heptadec-6-en-14-yl]pentanoic acid